C1=CC=CC=2SC=3C=CCC4(C3SC12)C1=CC=CC=C1C=1C=CC=CC14 Spiro[9H-fluorene-9,9'-[9H]thianthrene]